4-(5-methyl-2-((1-methyl-1H-pyrazol-5-yl)amino)pyrimidin-4-yl)-N-((1S,2S)-2-phenylcyclopropyl)oxazole-2-carboxamide CC=1C(=NC(=NC1)NC1=CC=NN1C)C=1N=C(OC1)C(=O)N[C@@H]1[C@@H](C1)C1=CC=CC=C1